CC1=CC2(OC1=O)OC1C(C2)CCCC1 4'-methyl-3a,4,5,6,7,7a-hexahydro-3H,5'H-spiro[benzofuran-2,2'-furan]-5'-one